[C@H]12COC[C@H](CC(C1)C1=C(C3=C(N=NC(=C3)C3=C(C=CC=C3)O)N1)N1CCOCC1)N2 2-(6-((1R,5S)-3-oxa-9-azabicyclo[3.3.1]nonan-7-yl)-5-morpholino-7H-pyrrolo[2,3-c]pyridazin-3-yl)phenol